2-(3-aminobicyclo[1.1.1]pentan-1-yl)propan-2-ol hydrochloride Cl.NC12CC(C1)(C2)C(C)(C)O